COC1=CC(=CC(=C1)C(=O)O)OC The molecule is a methoxybenzoic acid that is benzoic acid which is substituted by methoxy groups at positions 3 and 5. It has a role as a plant metabolite. It is a conjugate acid of a 3,5-dimethoxybenzoate.